CN1C(OC2=C1C=CC(=C2)C2CCN(C1(COC1)C2)C(=O)NCCCCC2=CC=CC=C2)=O 8-(3-Methyl-2-oxo-1,3-benzoxazol-6-yl)-N-(4-phenylbutyl)-2-oxa-5-azaspiro[3.5]nonane-5-carboxamide